C[C@@]1(CNCC1)O (R)-3-methylpyrrolidine-3-ol